rac-4-methyl-3-((3aS,5R,7R,7aS)-1,3,3,5,7-pentamethyl-octahydrobenzo[c]Isoxazol-5-yl)benzonitrile CC1=C(C=C(C#N)C=C1)[C@]1(C[C@H]2[C@@H](N(OC2(C)C)C)[C@@H](C1)C)C |r|